ethyl (S)-3-(2',4'-difluoro-6-methoxybiphenyl-3-yl)-3-(3-(4-hydroxy-1-methyl-2-oxo-1,2-dihydropyridin-3-yl)ureido)propanoate FC1=C(C=CC(=C1)F)C1=CC(=CC=C1OC)[C@H](CC(=O)OCC)NC(=O)NC=1C(N(C=CC1O)C)=O